2-(5-bromo-2,3,4-trifluorophenethyl)-6-(2,5-dimethyl-1H-pyrrol-1-yl)-4-methylpyridine BrC=1C(=C(C(=C(CCC2=NC(=CC(=C2)C)N2C(=CC=C2C)C)C1)F)F)F